NC(C)(C)C1=CC(=NC(=C1)C1=CC=C(C=C1)F)OC1[C@@H]2CN(C[C@H]12)C(=O)C1=CC=2N(C(=C1)C(C)=O)N=C(C2)C 1-(5-((1R,5S,6s)-6-((4-(2-aminopropan-2-yl)-6-(4-fluorophenyl)pyridin-2-yl)oxy)-3-azabicyclo[3.1.0]hexane-3-carbonyl)-2-methylpyrazolo[1,5-a]pyridin-7-yl)ethan-1-one